tert-butyl N-[8-(6-carbamoyl-3-methylindazol-1-yl)octyl]carbamate C(N)(=O)C1=CC=C2C(=NN(C2=C1)CCCCCCCCNC(OC(C)(C)C)=O)C